FC(F)(F)F Tetrafluorocarbon